C1(CC1)N1N=CC(=C1)C=1C=C(C=CC1)N(S(=O)(=O)C1=CC=CC=C1)CC1=CC=C(C=C1)C1=CC(=C(C=C1)OC)C N-(3-(1-cyclopropyl-1H-pyrazol-4-yl)phenyl)-N-((4'-methoxy-3'-methyl-[1,1'-biphenyl]-4-yl)methyl)benzenesulfonamide